O-nitrobenzoate C1=CC=C(C(=C1)C(=O)[O-])[N+](=O)[O-]